FC(C=1C=C(C=NC1)C(C)=O)F 1-[5-(difluoromethyl)-3-pyridyl]ethanone